C1(CC1)N1C=C(C(C2=CC(=C(C(=C12)OC)N1CC(NCC1)C)F)=O)C(C=CC=1OC=CC1)=O 1-cyclopropyl-6-fluoro-7-(3-methylpiperazin-1-yl)-3-[3-(furan-2-yl)acryloyl]-8-methoxyquinolin-4(1H)-one